CC1=C(C(CCC1)(C)C)\C=C\C(CC)=O (1E)-1-(2,6,6-trimethyl-1-cyclohexen-1-yl)-1-penten-3-one